C(C1=CC=CC=C1)N1C(C2=CC=CC=C2CC1=O)=O 2-benzyl-4H-isoquinoline-1,3-dione